1-benzyl 4-tert-butyl (2s)-2-(cyanomethyl)piperazine-1,4-dicarboxylate C(#N)C[C@@H]1N(CCN(C1)C(=O)OC(C)(C)C)C(=O)OCC1=CC=CC=C1